(1S)-1-[4-(4-fluoro-2-methyl-pyrazol-3-yl)phenyl]ethylamine trifluoroacetate FC(C(=O)O)(F)F.FC1=C(N(N=C1)C)C1=CC=C(C=C1)[C@H](C)N